C(C)(C)(C)OCC(=O)NC1=NC=CC(=C1)C=1C(=NN2C1CN(CC2)C)C2=CC=C(C=C2)F 2-(tert-butoxy)-N-(4-(2-(4-fluorophenyl)-5-methyl-4,5,6,7-tetrahydropyrazolo[1,5-a]pyrazin-3-yl)pyridin-2-yl)acetamide